1,3-dinitro-1,3-diazepane [N+](=O)([O-])N1CN(CCCC1)[N+](=O)[O-]